C(C)(C)(C)OOC(CCCCCC(C)(C)C)=O tert.-Butylperoxyneodecanoate